N-(2-((3,3-difluoroazetidin-1-yl)methyl)-4-(2,5-difluorophenyl)pyridin-3-yl)-2-isopropylpyrimidine-5-carboxamide FC1(CN(C1)CC1=NC=CC(=C1NC(=O)C=1C=NC(=NC1)C(C)C)C1=C(C=CC(=C1)F)F)F